NC=1C(=NN(C1)C=1C=C2CN(CC2=CC1)C(=O)OC(C)(C)C)C(F)(F)F Tert-butyl 5-[4-amino-3-(trifluoromethyl) pyrazol-1-yl]isoindoline-2-carboxylate